[6-(1,1-Dimethylethyl)-8-fluoro-2,3-dimethylquinoline-4-yl]methoxyacetate CC(C)(C)C=1C=C2C(=C(C(=NC2=C(C1)F)C)C)COCC(=O)[O-]